FC(C(=O)O)(F)F.ClC1=C(C=C(OC=2N=NNC2C(=O)O)C=C1)OCC1CCCC1 4-(4-chloro-3-(cyclopentylmethoxy)phenoxy)-1H-1,2,3-triazole-5-carboxylic acid 2,2,2-trifluoroacetate